3-((3S,5R)-3-methyl-5-((5-(4-methylthiazol-2-yl)-1H-pyrrolo[2,3-b]pyridin-4-yl)amino)piperidin-1-yl)propanenitrile C[C@@H]1CN(C[C@@H](C1)NC1=C2C(=NC=C1C=1SC=C(N1)C)NC=C2)CCC#N